1-(cyclopropylmethyl)-4,5,7,8-tetrahydropyrano[3,4-b]pyrazine-2,3-dione C1(CC1)CN1C2=C(NC(C1=O)=O)COCC2